N-((7-fluoro-5-isopropyl-2,3-dihydro-1H-inden-4-yl)carbamoyl)-4,6,7,8-tetrahydro-5,8-ethanofuro[3,2-c]azepine-2-sulfonamide FC=1C=C(C(=C2CCCC12)NC(=O)NS(=O)(=O)C1=CC=2CN3CCC(C2O1)CC3)C(C)C